C(#N)C1(CC1)C1=C(C(=O)OC)C(=C(C(=C1F)OC)OC)C methyl 2-(1-cyanocyclopropyl)-3-fluoro-4,5-dimethoxy-6-methylbenzoate